8-(3,5-dimethylphenyl)-1-(4-methoxyphenyl)-2-methyl-1H-imidazo[4,5-c]quinoline CC=1C=C(C=C(C1)C)C1=CC=2C3=C(C=NC2C=C1)N=C(N3C3=CC=C(C=C3)OC)C